2-(5-(1-((1S,2R,3S,5R)-2-fluoro-9-azabicyclo[3.3.1]nonan-3-yl)vinyl)pyrazin-2-yl)-5-(1H-imidazol-1-yl)phenol F[C@H]1[C@@H]2CCC[C@H](C[C@H]1C(=C)C=1N=CC(=NC1)C1=C(C=C(C=C1)N1C=NC=C1)O)N2